7-(7,7-difluoro-2-((2S,3R)-3-hydroxy-2-methylazetidin-1-yl)-6,7-dihydro-5H-cyclopenta[d]pyrimidin-4-yl)-2,3,4,5-tetrahydro-1H-benzo[c]azepin-1-one FC1(CCC2=C1N=C(N=C2C2=CC1=C(C(NCCC1)=O)C=C2)N2[C@H]([C@@H](C2)O)C)F